1,1'-Bis(dodecyl)-4,4'-bipyridinium Dibromide [Br-].[Br-].C(CCCCCCCCCCC)[N+]1=CC=C(C=C1)C1=CC=[N+](C=C1)CCCCCCCCCCCC